COC(=O)C1(CCC2(C(=CC3=CC=C(C=C23)O)Br)CC1)N(C(C(F)(F)F)=O)C1=CC(=CC=C1)Cl (1s,4s)-2'-bromo-4-[(3-chlorophenyl)(trifluoroacetyl)amino]-6'-hydroxy-spiro[cyclohexane-1,1'-indene]-4-carboxylic acid methyl ester